NC1=NC2=CC(=CC=C2C=C1Br)O[C@@H]1CC[C@]2([C@@H]1O[C@H](C2O)N2C=CC1=C2N=CN=C1C)O (2R,3aS,6R,6aR)-6-((2-amino-3-bromoquinolin-7-yl)oxy)-2-(4-methyl-7H-pyrrolo[2,3-d]pyrimidin-7-yl)hexahydro-3aH-cyclopenta[b]furan-3,3a-diol